C1=CC=CC=2C3=CC=CC=C3C(C12)COC(N[C@H](C(NCCOCCOCCC)=O)CS(=O)(=O)O)=O (R)-1-(9H-fluoren-9-yl)-3,6-dioxo-5-(sulfomethyl)-2,10,13-trioxa-4,7-diazahexadecane